tert-butyl 4-((4-(4-(2-butyl-1-oxo-1,2-dihydro-2,7-naphthyridin-4-yl)-2-chlorophenoxy)piperidin-1-yl)methyl)piperidine-1-carboxylate C(CCC)N1C(C2=CN=CC=C2C(=C1)C1=CC(=C(OC2CCN(CC2)CC2CCN(CC2)C(=O)OC(C)(C)C)C=C1)Cl)=O